ClC=1C=C(C=C(C1)Cl)C1=NC(=CC(=C1)CN1CCC(CC1)CNC(C)=O)OC=1C=NC(=NC1)N1CCN(CC1)C N-((1-((2-(3,5-dichlorophenyl)-6-((2-(4-methylpiperazin-1-yl)pyrimidin-5-yl)oxy)pyridin-4-yl)methyl)piperidin-4-yl)methyl)acetamide